C(C)(C)NCC i-propylethylamine